COCCOC=1C=C2C(=CC=NC2=CC1)C(=O)OC methyl 6-(2-methoxyethoxy)quinoline-4-carboxylate